5,10,15,20-Tetrakis(2,3,4,5,6-pentafluorophenyl)porphyrin FC1=C(C(=C(C(=C1F)F)F)F)C=1C2=CC=C(N2)C(=C2C=CC(C(=C3C=CC(=C(C=4C=CC1N4)C4=C(C(=C(C(=C4F)F)F)F)F)N3)C3=C(C(=C(C(=C3F)F)F)F)F)=N2)C2=C(C(=C(C(=C2F)F)F)F)F